NC1=CC(=NC=N1)NS(=O)(=O)C1CC1 N-(6-aminopyrimidin-4-yl)cyclopropanesulfonamide